6-isopropyl-5-(8-methyl-[1,2,4]triazolo[1,5-a]pyridin-6-yl)-4H-pyrrolo[3,2-d]thiazole C(C)(C)C1=C(NC2=C1N=CS2)C=2C=C(C=1N(C2)N=CN1)C